[Cl-].[Cl-].C(=C)[Zr+2](C1C=CC=2CCCCC12)C1C=CC=2CCCCC12 vinylbis(4,5,6,7-tetrahydro-1-indenyl)zirconium dichloride